2-[[1-(4-cyano-1-methyl-pyrazol-3-yl)cyclopropanecarbonyl]amino]-4-[[3-fluoro-2-methoxy-propyl]-[4-(5,6,7,8-tetrahydro-1,8-naphthyridin-2-yl)butyl]amino]butanoic acid C(#N)C=1C(=NN(C1)C)C1(CC1)C(=O)NC(C(=O)O)CCN(CCCCC1=NC=2NCCCC2C=C1)CC(CF)OC